FC=1C(=NC=CC1C)[C@@H](CCOC)N1C[C@@H](N([C@@H](C1)C)C(C(C)C)=O)C(=O)NCC1=CC=C(C=C1)C1=NC=CC(=N1)OC (2R,6R)-4-[(1R)-1-(3-fluoro-4-methylpyridin-2-yl)-3-methoxypropyl]-N-{[4-(4-methoxypyrimidin-2-yl)phenyl]methyl}-6-methyl-1-(2-methylpropanoyl)piperazine-2-carboxamide